C(CCCCCCCCCCCCCCCCCCCNC(=O)C1CC(C(CC1)CCC(C(CCC(C(C)C)SCCN(C)C)C)SCCN(C)C)SCCN(C)C)NC(=O)C1CC(C(CC1)CCC(C(CCC(C(C)C)SCCN(C)C)C)SCCN(C)C)SCCN(C)C N,N'-(icosane-1,20-diyl)bis(4-(3,7-bis((2-(dimethylamino)ethyl)thio)-4,8-dimethylnonyl)-3-((2-(dimethylamino)ethyl)thio)cyclohexanecarboxamide)